4-[5-chloro-8-(2-chloro-6-fluoro-phenyl)-3,4,7,9,12-pentazatricyclo[8.4.0.02,6]tetradeca-1(10),2(6),4,7,11,13-hexaen-13-yl]morpholine ClC1=NNC=2C=3C=C(N=CC3NC(=NC12)C1=C(C=CC=C1F)Cl)N1CCOCC1